Succinimidyl benzoate C(C1=CC=CC=C1)(=O)ON1C(CCC1=O)=O